D-glucosamine (6S)-tetrahydrofolate C(CC[C@@H](C(=O)O)NC(=O)C1=CC=C(NC[C@H]2CNC=3N=C(N)NC(=O)C3N2)C=C1)(=O)O.OC1[C@H](N)[C@@H](O)[C@H](O)[C@H](O1)CO